(1R,2R)-N-(8-amino-6-(4-methyl-2-(1-methyl-1H-pyrazol-5-yl)pyridin-3-yl)isoquinolin-3-yl)-2-(1-methyl-1H-pyrazol-4-yl)cyclopropane-1-carboxamide NC=1C=C(C=C2C=C(N=CC12)NC(=O)[C@H]1[C@@H](C1)C=1C=NN(C1)C)C=1C(=NC=CC1C)C1=CC=NN1C